2-methyl-oxy-6-chloro-9-(3-[ethyl-2-chloroethyl]-aminopropylamino)-acridine dihydrochloride Cl.Cl.COC1=CC2=C(C3=CC=C(C=C3N=C2C=C1)Cl)NCCC(CC(Cl)CC)N